C1CC12CCN(CC2)C=2C=CC=1N(C2)N=CC1 6-{6-azaspiro[2.5]octan-6-yl}pyrazolo[1,5-a]pyridine